2-(tert-Butyl)-7-(methylthio)-4-phenyl-5-(propan-2-ylidene)-5H-benzo[d][1,3]diazepine C(C)(C)(C)C=1N=C(C(C2=C(N1)C=CC(=C2)SC)=C(C)C)C2=CC=CC=C2